4-((1-((tert-butyldimethylsilyl)oxy)-2-methylhexan-2-yl)amino)-6-methyl-2-(methylsulfinyl)pyrido[4,3-d]pyrimidin-5(6H)-one [Si](C)(C)(C(C)(C)C)OCC(CCCC)(C)NC=1C2=C(N=C(N1)S(=O)C)C=CN(C2=O)C